2-(2,4-dichlorophenyl)-3-aminomethyl-4-(1,2,4-triazol-1-yl)methyl-6-hydroxyquinoline ClC1=C(C=CC(=C1)Cl)C1=NC2=CC=C(C=C2C(=C1CN)CN1N=CN=C1)O